BrCC1CCCCC1 (bromomethyl)-cyclohexane